Z-7-TETRADECEN-2-ONE CC(CCCC\C=C/CCCCCC)=O